C1(C=2C(C(N1C(C(=O)OO)CCCC)=O)=CC=CC2)=O [epsilone]-phthalimidoperoxycaproic acid